C(CN([C@@H](CS)C(=O)O)CC(=O)O)(=O)O cysteine-N,N-diacetic acid